O=C1N(CCN2[C@@H]1CN(CC2)C#N)C=2SC(=CN2)[C@H]2[C@@H](CCCC2)C(F)(F)F (R)-9-oxo-8-(5-((1R,2R)-2-(trifluoromethyl)cyclohexyl)thiazol-2-yl)octahydro-2H-pyrazino[1,2-a]pyrazine-2-carbonitrile